C(C1=CC=CC=C1)SC=1C2=C(N=C(N1)OC[C@@]13CCCN3C[C@H](C1)F)C(=C(N=C2)Cl)F 4-(benzylthio)-7-chloro-8-fluoro-2-(((2S,7aR)-2-fluorohexahydro-1H-pyrrolizin-7a-yl)methoxy)pyrido[4,3-d]pyrimidine